4-(7-{2-[3-(benzyloxy)phenyl]-3-[(tert-butoxycarbonyl)amino]propanamido}-1H-indol-3-yl)pyrazole-1-carboxylic acid tert-butyl ester C(C)(C)(C)OC(=O)N1N=CC(=C1)C1=CNC2=C(C=CC=C12)NC(C(CNC(=O)OC(C)(C)C)C1=CC(=CC=C1)OCC1=CC=CC=C1)=O